Methyl (1S,4R)-4-(2-(((2S,4R)-4-hydroxy-1-(3-methyl-2-(3-methylisoxazol-5-yl)butanoyl)pyrrolidine-2-carboxamido)methyl)-5-(4-methylthiazol-5-yl)phenoxy)cyclohexane-1-carboxylate O[C@@H]1C[C@H](N(C1)C(C(C(C)C)C1=CC(=NO1)C)=O)C(=O)NCC1=C(OC2CCC(CC2)C(=O)OC)C=C(C=C1)C1=C(N=CS1)C